2-{3-methoxy-4-[(1s,3s)-3-(dimethylamino)cyclobutoxy]phenylamino}-4-(1-methyl-1H-1,7-diazainden-5-ylamino)pyrimidine COC=1C=C(C=CC1OC1CC(C1)N(C)C)NC1=NC=CC(=N1)NC=1C=C2C=CN(C2=NC1)C